(-)-Quinic acid O=C(O)[C@]1(O)C[C@H](O)[C@@H](O)[C@@H](O)C1